1-Isopropyl-4-(4-(7-methoxy-3-phenyl-2H-thiochromen-4-yl)phenyl)piperazine C(C)(C)N1CCN(CC1)C1=CC=C(C=C1)C1=C(CSC2=CC(=CC=C12)OC)C1=CC=CC=C1